tert-butyl (2R,4R)-2-[[2-(cyclohexylamino)-2-oxo-1-(3-pyridyl)ethyl]-(4-cyclopropyl-3-fluoro-phenyl)carbamoyl]-4-hydroxy-pyrrolidine-1-carboxylate C1(CCCCC1)NC(C(C=1C=NC=CC1)N(C(=O)[C@@H]1N(C[C@@H](C1)O)C(=O)OC(C)(C)C)C1=CC(=C(C=C1)C1CC1)F)=O